[N+](=O)([O-])[SiH2]ONCC(CCO[SiH2][N+](=O)[O-])[N+](=O)[O-] 1,5-dinitrosiloxy-3-nitroazapentane